(R)-4-(2-(6-methoxy-1H-indol-4-yl)-7-(methylsulfonyl)-7H-pyrrolo[2,3-d]pyrimidin-4-yl)-3-methylmorpholine COC1=CC(=C2C=CNC2=C1)C=1N=C(C2=C(N1)N(C=C2)S(=O)(=O)C)N2[C@@H](COCC2)C